(S)-N-(5-(5-((1H-pyrazol-3-yl)methoxy)-2-(2-aminopyridin-3-yl)-3H-imidazo[4,5-b]pyridin-3-yl)-2,3-dihydro-1H-inden-1-yl)-3-formyl-4-hydroxybenzamide N1N=C(C=C1)COC1=CC=C2C(=N1)N(C(=N2)C=2C(=NC=CC2)N)C=2C=C1CC[C@@H](C1=CC2)NC(C2=CC(=C(C=C2)O)C=O)=O